C(C)(=O)OC1C(OC(C1)=O)=O 2,5-dioxooxacyclopentane-3-yl acetate